N-(3-chloro-5-(methylsulfonylamino)phenyl)-5-methyl-1-(pyrimidin-2-yl)-1H-pyrrole-3-carboxamide ClC=1C=C(C=C(C1)NS(=O)(=O)C)NC(=O)C1=CN(C(=C1)C)C1=NC=CC=N1